BrC=1C=C(C(=C(C1)OC)NC)N 4-bromo-6-methoxy-N1-methylbenzene-1,2-diamine